C1=CC=CC=2C3=CC=CC=C3C(C12)COC(=O)NC(C(=O)O)CCCC ({[(9H-fluoren-9-yl)methoxy]carbonyl}amino)hexanoic acid